3-(2-amino-6-(1-(4-methoxyphenylethyl)-2-oxo-1,2-dihydropyridin-4-yl)pyrimidin-4-yl)-2-methylbenzonitrile NC1=NC(=CC(=N1)C=1C(=C(C#N)C=CC1)C)C1=CC(N(C=C1)CCC1=CC=C(C=C1)OC)=O